C(C)C=1C(=C(C(=O)O)C(=C(C1OC(C1=C(C(=C(C=C1C)O)C)C)=O)C)C)C 3-ethyl-4-((4-hydroxy-2,3,6-trimethylbenzoyl)oxy)-2,5,6-trimethylbenzoic acid